C1(CCCCC1)C(C)(C)OC(=O)COC(=O)C1C2C=CC(C1)C2 5-(2-cyclohexyl-2-propoxycarbonylmethyloxycarbonyl)-bicyclo[2.2.1]hept-2-ene